ClC1=NC=C(N=C1)[N+](=O)[O-] 2-chloro-5-nitro-pyrazine